5-(2-methyl-propane-2-sulfonyl)-pyrazolo[1,5-a]pyridine CC(C)(C)S(=O)(=O)C1=CC=2N(C=C1)N=CC2